cis-Cyclohexen C1=CCCCC1